N-((1R,2R,4S)-7-cyano-7-azabicyclo[2.2.1]heptan-2-yl)-5-(3-(2-propanyl)phenyl)-2-furancarboxamide C(#N)N1[C@H]2[C@@H](C[C@@H]1CC2)NC(=O)C=2OC(=CC2)C2=CC(=CC=C2)C(C)C